OC(C(=O)C1=CC=CC=C1)(C)C 2-Hydroxy-2,2-dimethyl-acetophenon